(1s,4s)-4-(8-((4-chloro-2,6-difluorophenyl)amino)-2-((1,1-dioxidotetrahydro-2H-thiopyran-4-yl)amino)-9H-purin-9-yl)cyclohexane-1-carboxamide ClC1=CC(=C(C(=C1)F)NC=1N(C2=NC(=NC=C2N1)NC1CCS(CC1)(=O)=O)C1CCC(CC1)C(=O)N)F